NC=1NC=2N(C(C1C1=CC=C(C=C1)O)=O)N=C(C2C2=CC=CC=C2)C2=CC=CC=C2 5-amino-6-(4-hydroxyphenyl)-2,3-diphenylpyrazolo[1,5-a]pyrimidin-7(4H)-one